COC1=C(C=CC=C1)C(CCC)=O 1-2-methoxy-phenyl-1-butanone